N-(3-chloro-5-(methylsulfonamido)phenyl)-5-(5-((3,5-difluorobenzyl)oxy)-2-methylpyrimidin-4-yl)-1-methyl-1H-pyrrole-3-carboxamide ClC=1C=C(C=C(C1)NS(=O)(=O)C)NC(=O)C1=CN(C(=C1)C1=NC(=NC=C1OCC1=CC(=CC(=C1)F)F)C)C